C1(CC1)C=1N=NN(C1)[C@H](C(=O)N1[C@@H](C[C@H](C1)O)C(=O)NC1CC(C1)OC(C)C)C(C)(C)C (2S,4R)-1-[(2S)-2-(4-cyclopropyltriazol-1-yl)-3,3-dimethyl-butanoyl]-4-hydroxy-N-(3-isopropoxycyclobutyl)pyrrolidine-2-carboxamide